COC1=CC=C2C(=CC=NC2=C1)N1CCC2=CC(=CC=C12)NS(=O)(=O)N N-(1-(7-methoxyquinolin-4-yl)indolin-5-yl)sulfamide